OC1=C(C(N(C=C1C)C)=O)NC(N[C@@H](CC(=O)O)C=1C=C(C=CC1)C1=CC=C(C=C1)OC)=O (S)-3-(3-(4-hydroxy-1,5-dimethyl-2-oxo-1,2-dihydropyridin-3-yl)ureido)-3-(4'-methoxybiphenyl-3-yl)propanoic acid